(S)-2-(dimethylamino)ethyl 8-(2-amino-6-((R)-1-(4-chloro-2-(3-methyl-1H-pyrazol-1-yl)phenyl)-2,2,2-trifluoroethoxy)pyrimidin-4-yl)-2,8-diazaspiro[4.5]decane-3-carboxylate NC1=NC(=CC(=N1)N1CCC2(C[C@H](NC2)C(=O)OCCN(C)C)CC1)O[C@@H](C(F)(F)F)C1=C(C=C(C=C1)Cl)N1N=C(C=C1)C